1-(4-(difluoromethoxy)phenyl)-N-((1S,4R,5R)-4-methyl-8-(1H-tetrazol-5-yl)-8-azabicyclo[3.2.1]octan-2-yl)cyclopropane-1-carboxamide FC(OC1=CC=C(C=C1)C1(CC1)C(=O)NC1[C@@H]2CC[C@H]([C@@H](C1)C)N2C2=NN=NN2)F